9-(1-isopropylimidazol-4-yl)-carbazole C(C)(C)N1C=NC(=C1)N1C2=CC=CC=C2C=2C=CC=CC12